S1C(=CC=C1)C1=NOC(=N1)C(=O)OCC ethyl 3-(thiophen-2-yl)-1,2,4-oxadiazol-5-carboxylate